NC1=CC(=C(C=C1)C1=CN(C=2N=C(N=C(C21)N)CC)C)C 5-(4-amino-2-methylphenyl)-2-ethyl-7-methyl-7H-pyrrolo[2,3-d]pyrimidin-4-amine